Isoindolineamide C1(NCC2=CC=CC=C12)C(=O)N